2,3-dimethyl-3-ethyl-acrylic acid CC(C(=O)O)=C(CC)C